ethyl 3,6-dihydro-2H-1,2,6-thiadiazine-4-carboxylate 1,1-dioxide S1(NCC(=CN1)C(=O)OCC)(=O)=O